Methyl 3-methyl-2-(1-oxoisoindolin-2-yl)butanoate CC(C(C(=O)OC)N1C(C2=CC=CC=C2C1)=O)C